N-bromo-3,5-dimethylpyrazole BrN1N=C(C=C1C)C